FC1=C(C=CC(=C1)F)NC(=O)N1C2CNCC1CC2 N-(2,4-difluorophenyl)-3,8-diazabicyclo[3.2.1]octane-8-carboxamide